N-(2-chloro-4-fluoro-3-((3-isopropyl-5-methyl-4-oxo-3,4-dihydroquinazolin-6-yl)amino)phenyl)propane-1-sulfonamide trifluoroacetate FC(C(=O)O)(F)F.ClC1=C(C=CC(=C1NC=1C(=C2C(N(C=NC2=CC1)C(C)C)=O)C)F)NS(=O)(=O)CCC